tert-butyl 4-(4-((4-([1,2,4]triazolo[1,5-a]pyridin-7-yloxy)-2-fluoro-3-methylphenyl)amino)pyrido[3,2-d]pyrimidin-6-yl)azepane-1-carboxylate N=1C=NN2C1C=C(C=C2)OC2=C(C(=C(C=C2)NC=2C1=C(N=CN2)C=CC(=N1)C1CCN(CCC1)C(=O)OC(C)(C)C)F)C